FC=1C(=C(C=CC1)O)C=1N=NC(=C2C1C=NC=C2)N[C@H]2C[C@@H](CC2)O 3-fluoro-2-(1-(((1r,3r)-3-hydroxycyclopentyl)amino)pyrido[3,4-d]pyridazin-4-yl)phenol